C(C)C1=C(C=CC(=C1)N1CCOCC1)NC1=NC=C(C(=N1)NCCCN1CCOCCC1=O)C(F)(F)F 4-(3-((2-((2-ethyl-4-morpholinophenyl)amino)-5-(trifluoromethyl)pyrimidin-4-yl)amino)propyl)-1,4-oxazepan-5-one